tert-butyl 3-(4-(3-fluoro-2-(trifluoromethyl)phenyl) piperidine-1-carbonyl)-6,7-dihydro-1H-pyrazolo[4,3-c]pyridine-5(4H)-carboxylate FC=1C(=C(C=CC1)C1CCN(CC1)C(=O)C1=NNC2=C1CN(CC2)C(=O)OC(C)(C)C)C(F)(F)F